CC1=C(C(=C(C(=C1S(=O)(=O)N)C)C)C)C Pentamethylbenzenesulfonamide